4-(biphenyl-4-yl)-6-(4-bromophenyl)2-phenylpyrimidine C1(=CC=C(C=C1)C1=NC(=NC(=C1)C1=CC=C(C=C1)Br)C1=CC=CC=C1)C1=CC=CC=C1